FC1(CCNCC1)CO 4-fluoro-4-(hydroxymethyl)piperidine